The molecule is a C19-gibberellin, initially identified in Pyrus communis. It differs from gibberellin A1 in the absence of an OH group at C-2 and the presence of a beta-OH at C-9 (all gibbane numbering). It has a role as a plant metabolite. It is a C19-gibberellin, a gibberellin monocarboxylic acid and a lactone. C[C@@]12[C@H](CC[C@@]3([C@@H]1[C@@H]([C@]45[C@H]3CC[C@H](C4)C(=C)[C@H]5O)C(=O)O)OC2=O)O